C(C1=CC=CC=C1)OC=1C(=C(OC(C(=O)OC)C)C=CC1)C=O methyl 2-[3-(benzyloxy)-2-formylphenoxy]propanoate